ClC1=C2C(=C(N=N1)N1C[C@](CC1)(O)C)C=NC=C2 (S)-1-(1-chloropyrido[3,4-d]pyridazin-4-yl)-3-methylpyrrolidin-3-ol